Cl.C(N)(=N)C=1C=C(CNC(C(C)(C)C)=O)C=CC1Cl N-(3-carbamimidoyl-4-chlorobenzyl)-2,2-dimethylpropionamide hydrochloride